(1R,3aR,6aS)-N-((S)-1-cyano-2-((S)-2-oxopiperidin-3-yl)ethyl)-2-(4-fluoro-6-methyl-7-chloro-1H-indole-2-carbonyl)-5,5-difluorooctahydrocyclopenta[c]pyrrole-1-carboxamide C(#N)[C@H](C[C@H]1C(NCCC1)=O)NC(=O)[C@@H]1N(C[C@H]2[C@@H]1CC(C2)(F)F)C(=O)C=2NC1=C(C(=CC(=C1C2)F)C)Cl